FC(CN)(C(C(C(C(F)F)(F)F)(F)F)(F)F)F 2,2,3,3,4,4,5,5,6,6-decafluorohexan-1-amine